NC=1C(=NC=CC1)\C=N/NC(=S)N1CC2(C1)CN(C2)C2=NC=CC(=C2)C#N (Z)-N'-((3-aminopyridin-2-yl)methylene)-6-(4-cyanopyridin-2-yl)-2,6-diazaspiro[3.3]heptane-2-thiohydrazide